CC1=C(C=C(C=C1)NC(C1=NC=CC(=C1)C(C(F)(F)F)O)=O)C=1C=NC2=CC(=NC=C2C1)NC N-(4-methyl-3-(7-(methylamino)-1,6-naphthyridin-3-yl)phenyl)-4-(2,2,2-trifluoro-1-hydroxyethyl)picolinamide